tert-butyl 3-{[(chloromethoxy)carbonyl]oxy}propyl (2E)-but-2-enedioate C(\C=C\C(=O)OCCCOC(=O)OCCl)(=O)OC(C)(C)C